chromium dimethylbenzoate CC=1C(=C(C(=O)[O-])C=CC1)C.[Cr+3].CC=1C(=C(C(=O)[O-])C=CC1)C.CC=1C(=C(C(=O)[O-])C=CC1)C